CC=1N=CC(=NC1)CC(=O)NC1=NNC(=C1)[C@@H]1C[C@@H](CC1)N(C([O-])=O)[C@@H](C)C1CC1 (1R,3S)-3-(3-{[(5-methylpyrazin-2-yl)acetyl]amino}-1H-pyrazol-5-yl)cyclopentyl[(1S)-1-cyclopropylethyl]carbamate